4-(ethylamino)-6-[1-[1-(3-fluoro-1-prop-2-ynoyl-azetidine-3-carbonyl)-4-piperidyl]-5-methyl-triazol-4-yl]pyrazolo[1,5-a]pyridine-3-carbonitrile C(C)NC=1C=2N(C=C(C1)C=1N=NN(C1C)C1CCN(CC1)C(=O)C1(CN(C1)C(C#C)=O)F)N=CC2C#N